(1R,2R)-N-(6-bromopyrimidin-4-yl)-2-fluorocyclopropane-1-carboxamide BrC1=CC(=NC=N1)NC(=O)[C@@H]1[C@@H](C1)F